1-methyl-1H-benzo[d]Imidazole-5-carboxylic acid isopropyl ester C(C)(C)OC(=O)C1=CC2=C(N(C=N2)C)C=C1